methyl-4-(2-nitrophenyl)piperazine Isopropyl-((((1S,4R)-4-(2-amino-6-methoxy-9H-purin-9-yl)cyclopent-2-en-1-yl)methoxy)(3-(dimethylamino)phenoxy)phosphoryl)-L-alaninat C(C)(C)N([C@@H](C)C(=O)O)P(=O)(OC1=CC(=CC=C1)N(C)C)OC[C@@H]1C=C[C@@H](C1)N1C2=NC(=NC(=C2N=C1)OC)N.CN1CCN(CC1)C1=C(C=CC=C1)[N+](=O)[O-]